N-(4-methyl-3-(pyridin-2-yl)phenyl)-5,6,7,8-tetrahydro-5,8-epiminoisoquinoline-9-carboxamide CC1=C(C=C(C=C1)NC(=O)N1C2C=3C=CN=CC3C1CC2)C2=NC=CC=C2